methyl 2-[2-(2,6-dioxopiperidin-3-yl)-1-oxo-2,3-dihydro-1H-isoindol-5-yl]quinazoline-7-carboxylate O=C1NC(CCC1N1C(C2=CC=C(C=C2C1)C1=NC2=CC(=CC=C2C=N1)C(=O)OC)=O)=O